(S)-6-fluoro-2-(5-fluoro-3-oxindol-1-yl)-1H-benzo[d]Imidazole-7-carboxylic acid FC=1C=CC2=C(NC(=N2)N2CC(C3=CC(=CC=C23)F)=O)C1C(=O)O